ClC=1C=C(CNCCC=2C=C(C(=O)N)C=CC2OC)C=C(C1)C 3-(2-((3-chloro-5-methylbenzyl)amino)ethyl)-4-methoxybenzamide